1-methyl-1-((5,6,7,8-tetrahydronaphthalen-1-yl)methyl)guanidine CN(C(=N)N)CC1=CC=CC=2CCCCC12